(1R,3aS,5aR,5bR,7aR,9S,11aR,11bR-13aR,13bR)-3a-amino-5a,5b,8,8,11a-pentamethyl-1-(prop-1-en-2-yl)icosahydro-1H-cyclopenta[a]chrysen-9-yl acetate C(C)(=O)O[C@@H]1C([C@@H]2CC[C@]3([C@@]4(CC[C@@]5([C@@H]([C@H]4CC[C@@H]3[C@]2(CC1)C)[C@@H](CC5)C(=C)C)N)C)C)(C)C